N-(3-methoxybenzyl)-N-(4-(4-methylpiperazin-1-yl)benzyl)-4-((2-(2-morpholinoethoxy)ethoxy)methyl)aniline COC=1C=C(CN(C2=CC=C(C=C2)COCCOCCN2CCOCC2)CC2=CC=C(C=C2)N2CCN(CC2)C)C=CC1